pentaerythritol dipelargonate C(CCCCCCCC)(=O)OCC(COC(CCCCCCCC)=O)(CO)CO